C(CCCCCCCCCCCCCCC)N1C(=C(C(C2=C(C=C(C=C12)OC)OC)=O)OC)C1=CC(=C(C(=C1)OC)OC)OC N-hexadecyl-2-(3,4,5-trimethoxyphenyl)-3,5,7-trimethoxyquinolin-4-one